(3S)-3-(5-{[(3R,4R)-1-{[8-fluoro-2-(oxan-4-yl)quinolin-6-yl]methyl}-4-(propan-2-yloxy)pyrrolidin-3-yl]oxy}-1-oxo-2,3-dihydro-1H-isoindol-2-yl)piperidine-2,6-dione FC=1C=C(C=C2C=CC(=NC12)C1CCOCC1)CN1C[C@H]([C@@H](C1)OC(C)C)OC=1C=C2CN(C(C2=CC1)=O)[C@@H]1C(NC(CC1)=O)=O